C(C)(C)(C)OC(=O)N(C(OC(C)(C)C)=O)C[C@@H]1C[C@H](C1)N1N=C(C(=C1)C1=NC2=CC=C(C=C2N=C1)N1CC(C1)O)C1CC1 tert-butyl (tert-butoxycarbonyl)((trans-3-(3-cyclopropyl-4-(6-(3-hydroxyazetidin-1-yl)quinoxalin-2-yl)-1H-pyrazol-1-yl)cyclobutyl)methyl)carbamate